tert-butyl N-[(2R,3S)-1-{2-chloro-7-ethynyl-4-[(thiophen-2-ylmethyl)amino]furo[3,2-d]pyrimidin-6-yl}-3-fluorobutan-2-yl]carbamate ClC=1N=C(C2=C(N1)C(=C(O2)C[C@H]([C@H](C)F)NC(OC(C)(C)C)=O)C#C)NCC=2SC=CC2